C(CCCCCCCCCCC)C(C(=O)[O-])(CC(=O)[O-])S(=O)(=O)O.[Na+].[Na+] sodium lauryl-sulfosuccinate salt